ClC1=CC=C(C=C1)C1=C(C=CC=C1)CN1CC2N(C(C1)C2)CC=2C=C1CN(C(C1=CC2F)=O)C2C(NC(CC2)=O)=O 3-(5-((3-((4'-chloro-[1,1'-biphenyl]-2-yl)methyl)-3,6-diazabicyclo[3.1.1]heptane-6-yl)methyl)-6-fluoro-1-oxoisoindolin-2-yl)piperidine-2,6-dione